2-fluoro-6-((2-(trimethylsilyl)ethoxy)methoxy)phenylboronic acid pinacol ester FC1=C(C(=CC=C1)OCOCC[Si](C)(C)C)B1OC(C)(C)C(C)(C)O1